methyl 5-((S)-1-((R)-4-(4-bromo-2-fluorophenyl)-2-imino-4-neopentyl-5-oxoimidazolidin-1-yl)-2-((trimethylsilyl) oxy) ethyl)-2-chlorobenzoate BrC1=CC(=C(C=C1)[C@]1(NC(N(C1=O)[C@H](CO[Si](C)(C)C)C=1C=CC(=C(C(=O)OC)C1)Cl)=N)CC(C)(C)C)F